CC1=NC(=NC(=C1)C)N1C[C@@H]2[C@H](C1)CN(C2)C(=O)C=2C(=NN1C2C=CC(=C1)F)C1=NC=CC=C1 ((3aR,6aS)-5-(4,6-dimethylpyrimidin-2-yl)hexahydropyrrolo[3,4-c]pyrrol-2(1H)-yl)(6-fluoro-2-(pyridin-2-yl)pyrazolo[1,5-a]pyridin-3-yl)methanone